O1[C@H](CC1)C(=O)N1[C@H]2C[C@H]2C[C@@H]([C@@H]1CC=1C(=C(C=CC1)C1=CC(=CC(=C1)F)F)F)NS(=O)(=O)C N-((1S,3S,4S,6S)-2-((R)-oxetan-2-carbonyl)-3-((2,3',5'-trifluoro-[1,1'-biphenyl]-3-yl)methyl)-2-azabicyclo[4.1.0]heptan-4-yl)methanesulfonamide